C(#N)[C@H](C[C@H]1C(NCC1)=O)NC([C@H](CC1CCCCC1)NC(COC1=CC=C(C=C1)F)=O)=O (S)-N-((S)-1-cyano-2-((S)-2-oxopyrrolidin-3-yl)ethyl)-3-cyclohexyl-2-(2-(4-fluorophenoxy)acetamido)-propanamide